3-(1-pyrrolidinyl)propyl-(trimethoxy)silane N1(CCCC1)CCC[Si](OC)(OC)OC